(4-(tert-butyl)phenyl)(phenyl)iodonium tetrafluoroborate F[B-](F)(F)F.C(C)(C)(C)C1=CC=C(C=C1)[I+]C1=CC=CC=C1